1,2,4-Trihydroxy-benzol OC1=C(C=C(C=C1)O)O